2-{6-[(2,2,6,6-tetramethylpiperidin-4-yl)oxy]pyridazin-3-yl}-5-(1H-1,2,4-triazol-1-yl)pyridin-3-ol CC1(NC(CC(C1)OC1=CC=C(N=N1)C1=NC=C(C=C1O)N1N=CN=C1)(C)C)C